C(C(C)C)N1C(=NC(=C1)C(F)(F)F)C1=CC=C(C=C1)CO (4-(1-isobutyl-4-(trifluoromethyl)-1H-imidazol-2-yl)phenyl)methanol